C(CCC)(=O)NC=1SC2=C(N1)C1=CC=CC=C1C=C2 2-butyrylaminonaphtho[1,2-d]thiazole